NC1=C(C(=NC=2N1N=C(C2C(F)(F)F)C)S(=O)(=O)C)C#N 7-amino-2-methyl-5-(methyl-sulfonyl)-3-(trifluoromethyl)pyrazolo[1,5-a]pyrimidine-6-carbonitrile